BrCC=1C=C(C=CC1)C[C@H](C(=O)OC(C)(C)C)[C@@H]1CN(CC1)C(=O)OC(C)(C)C (3R)-tert-butyl 3-[(2S)-3-(3-(bromomethyl)phenyl)-1-(tert-butoxy)-1-oxopropan-2-yl]pyrrolidine-1-carboxylate